cyano-3-methylcyclohexanol methanesulfonate CS(=O)(=O)OC1(CC(CCC1)C)C#N